4-(tert-butyl)-3-hexylaniline C(C)(C)(C)C1=C(C=C(N)C=C1)CCCCCC